CN(C(=O)C=1SC=C(C1NC(C[N+]1(CCCCC1)CC(=O)NC1=NOC=C1C)=O)C)C 1-(2-((2-(dimethylcarbamoyl)-4-methylthiophen-3-yl)amino)-2-oxoethyl)-1-(2-((4-methylisoxazol-3-yl)amino)-2-oxoethyl)piperidin-1-ium